ClC1=CC(=C(O[C@H]2CC(CN(C2)C(=O)OC(C)(C)C)(F)F)C(=C1)B1OC(C(O1)(C)C)(C)C)C tert-butyl (S)-5-(4-chloro-2-methyl-6-(4,4,5,5-tetramethyl-1,3,2-dioxaborolan-2-yl)phenoxy)-3,3-difluoropiperidine-1-carboxylate